Cl.Cl.NCCC=1SC(=C(N1)C(=O)NCC1=NC=CC=C1F)C(F)(F)F 2-(2-aminoethyl)-N-[(3-fluoropyridin-2-yl)methyl]-5-(trifluoromethyl)-1,3-thiazole-4-carboxamide dihydrochloride